ClC=1C=C(C=CC1C)C=1NC(C=2N(C1)N=C(C2C(F)(F)F)C(=O)NC2(CN(C2)C)C2=CC=C(C=C2)F)=O 6-(3-Chloro-4-methylphenyl)-N-[3-(4-fluorophenyl)-1-methylazetidin-3-yl]-4-oxo-3-(trifluoromethyl)-4,5-dihydropyrazolo[1,5-a]pyrazine-2-carboxamide